OC1=C(CN(C2=C3C(=CC=C12)C=CC=C3)C)C(C(F)(F)F)=O 4-hydroxy-1-methyl-3-(2,2,2-trifluoroethan-1-on-1-yl)benzo[h]quinolin